BrC=1C=C(C(=NC1)C(CC(F)(F)F)O)F 1-(5-bromo-3-fluoropyridin-2-yl)-3,3,3-trifluoropropan-1-ol